CC=1C(=NC=CC1)N1C(=NC2=NC=CC=C21)SC 1-(3-methylpyridin-2-yl)-2-(methylthio)-1H-imidazo[4,5-b]pyridine